C(#C)C=1C=C(C(=NC1)F)N1CCCC1 5-ethynyl-2-fluoro-3-(pyrrolidin-1-yl)pyridine